(Z)-4-isobutyl-5-((triisopropylsilyl)methylene)furan-2(5H)-one C(C(C)C)C/1=CC(O\C1=C/[Si](C(C)C)(C(C)C)C(C)C)=O